3-[(1R)-1-(2-Furo[3,2-b]pyridin-6-yl-3,6-dimethyl-4-oxo-chromen-8-yl)ethoxy]pyridine-2-sulfonamide O1C=CC2=NC=C(C=C21)C=2OC1=C(C=C(C=C1C(C2C)=O)C)[C@@H](C)OC=2C(=NC=CC2)S(=O)(=O)N